N2-[2-(5-ethoxy-1H-indol-3-yl)ethyl]-N4-(1-methylindol-6-yl)pyrimidine-2,4-diamine C(C)OC=1C=C2C(=CNC2=CC1)CCNC1=NC=CC(=N1)NC1=CC=C2C=CN(C2=C1)C